1-(3-amino-2-fluorophenyl)-7-chloroquinazoline-2,4(1H,3H)-dione NC=1C(=C(C=CC1)N1C(NC(C2=CC=C(C=C12)Cl)=O)=O)F